[C@]12(C(=O)CC(CC1)C2(C)C)CS(=O)(=O)O (1S)-(+)-camphorsulfonic acid